(S)-2-(azidomethyl)-1,4-dioxane N(=[N+]=[N-])C[C@@H]1OCCOC1